3-Bromo-5-chloro-6-methylpyridin-2-ol BrC=1C(=NC(=C(C1)Cl)C)O